1-phenylcyclopropaneformamidine methyl-7-chloro-3-[4-(methoxycarbonylamino)phenyl]imidazo[1,2-a]pyridine-6-carboxylate COC(=O)C=1C(=CC=2N(C1)C(=CN2)C2=CC=C(C=C2)NC(=O)OC)Cl.C2(=CC=CC=C2)C2(CC2)C(=N)N